C(#N)CC1CC(C1)(C1=NN=CN1C)C=1C=C(C=CC1)NC(=O)C1=CC(=C2C(=N1)C(CN2)(C)C)CNC2CCC2 N-(3-((1s,3s)-3-(cyanomethyl)-1-(4-methyl-4H-1,2,4-triazol-3-yl)cyclobutyl)phenyl)-7-((cyclobutylamino)methyl)-3,3-dimethyl-2,3-dihydro-1H-pyrrolo[3,2-b]pyridine-5-carboxamide